2-((S)-1-acryloyl-4-(7-(8-chloronaphthalene-1-yl)-2-(((S)-1-(methyl-14C)pyrrolidin-2-yl)methoxy)-5,6,7,8-tetrahydropyrido[3,4-d]pyrimidin-4-yl)piperazin-2-yl)acetonitrile C(C=C)(=O)N1[C@H](CN(CC1)C=1C2=C(N=C(N1)OC[C@H]1N(CCC1)[14CH3])CN(CC2)C2=CC=CC1=CC=CC(=C21)Cl)CC#N